BrC1=C(C(=CC(=C1)C(C)(C)C)C(C)(C)C)O 2-bromo-4,6-di(tert-butyl)phenol